BrC1=NC=CC(=C1)CNC1=C2N=CN(C2=NC(=N1)C#CC)[C@@H]1SCCC1 (2R)-2-[6-[(2-bromo-4-pyridyl)methylamino]-2-prop-1-ynyl-purin-9-yl]tetrahydrothiophene